N1(CCCCCC1)CC(=O)NC=1C(=CSC1C)C(=O)N(C)CCOC 4-(2-(azepan-1-yl)acetamido)-N-(2-methoxyethyl)-N,5-dimethylthiophene-3-carboxamide